1-(4-(3-(4-methoxyphenoxy)pyrazin-2-yl)piperazin-1-yl)prop-2-en-1-one Sodium (R/S)-3-Hydroxybutyrate O[C@@H](CC(=O)[O-])C.[Na+].COC1=CC=C(OC=2C(=NC=CN2)N2CCN(CC2)C(C=C)=O)C=C1 |r|